[Si](C1=CC=CC=C1)(C1=CC=CC=C1)(C(C)(C)C)OC1C(CCC1)C(=O)O 2-((tert-butyldiphenylsilyl)oxy)cyclopentane-1-carboxylic acid